C12CCCC(CC1)N2C=2SC(=C(N2)C=2C(=C(C=CC2)NS(=O)(=O)C2=C(C=CC=C2F)F)F)C2=NC(=NC=C2)NC2CC1(CS(C1)(=O)=O)C2 N-(3-(2-(8-azabicyclo[3.2.1]octan-8-yl)-5-(2-((2,2-dioxido-2-thiaspiro[3.3]heptan-6-yl)amino)pyrimidin-4-yl)thiazol-4-yl)-2-fluorophenyl)-2,6-difluorobenzenesulfonamide